(cyclopropylmethyl)-N-methylpyrrolidin-3-amine C1(CC1)CN1CC(CC1)NC